C(#N)C1=NC2=CC(=CC(=C2C=C1C=1C=NC(=CC1)OC(C)C)C(C)NC1=C(C(=O)O)C=CC=C1)C 2-((1-(2-cyano-3-(6-isopropoxypyridin-3-yl)-7-methylquinolin-5-yl)ethyl)amino)benzoic acid